4,4'-cyclohexylidenebis(2,6-di-t-butylphenol) C1(CCCCC1)(C1=CC(=C(C(=C1)C(C)(C)C)O)C(C)(C)C)C1=CC(=C(C(=C1)C(C)(C)C)O)C(C)(C)C